N-(4-(ethylsulfonyl)benzyl)-4-(2-oxoacetyl)benzamide C(C)S(=O)(=O)C1=CC=C(CNC(C2=CC=C(C=C2)C(C=O)=O)=O)C=C1